C(C1=CC=CC=C1)SC=1C=C(C(=NC1)CNC1=C(C=NC(=C1C1=CC=CC=C1)OC)N)F N4-((5-(benzylthio)-3-fluoropyridin-2-yl)methyl)-6-methoxy-5-phenylpyridine-3,4-diamine